2-(1-(difluoromethoxyethyl)-1H-pyrazol-4-yl)-1H-pyrrole FC(OCCN1N=CC(=C1)C=1NC=CC1)F